N-allyl-1-[p-(cyclohexyloxy)phenyl]ethylamine C(C=C)NC(C)C1=CC=C(C=C1)OC1CCCCC1